1-spiro[2.3]hex-5-yl-3-[3-(2,2,2-trifluoro-ethoxy)-benzyl]-urea C1CC12CC(C2)NC(=O)NCC2=CC(=CC=C2)OCC(F)(F)F